ClC1=C(C(=NN1C(C)C)C1=NOC(=C1)C)C(=O)N1CC2(C1)CCN(CC2)CCC(C)(C)C (5-Chloro-1-isopropyl-3-(5-methylisoxazol-3-yl)-1H-pyrazol-4-yl)(7-(3,3-dimethylbutyl)-2,7-diazaspiro[3.5]nonan-2-yl)methanone